C(CCC)OC(=O)N1C=C(C2=CC=CC=C12)C1CN(C1)C(=O)OC(C)(C)C Butyl-3-(1-(tert-butoxycarbonyl)azetidin-3-yl)-1H-indole-1-carboxylate